6-[8-(1,3-benzothiazol-2-ylcarbamoyl)-3,4-dihydroisoquinolin-2(1H)-yl]-3-{1-[2-(1,4-dioxan-2-ylmethoxy)benzyl]-5-methyl-1H-pyrazol-4-yl}pyridine-2-carboxylic acid S1C(=NC2=C1C=CC=C2)NC(=O)C=2C=CC=C1CCN(CC21)C2=CC=C(C(=N2)C(=O)O)C=2C=NN(C2C)CC2=C(C=CC=C2)OCC2OCCOC2